3-(trans-Hept-1-en-1-yl)cinnamoylguanidin C(=C\CCCCC)/C=1C=C(C=CC(=O)NC(=N)N)C=CC1